(3S,4S)-1-(4-((S)-4-acetyl-3-(undecylcarbamoyl)piperazine-1-carbonyl)benzoyl)-N3,N4-bis((1S,2R)-2-phenylcyclopropyl)pyrrolidine-3,4-dicarboxamide C(C)(=O)N1[C@@H](CN(CC1)C(=O)C1=CC=C(C(=O)N2C[C@H]([C@@H](C2)C(=O)N[C@@H]2[C@H](C2)C2=CC=CC=C2)C(=O)N[C@@H]2[C@H](C2)C2=CC=CC=C2)C=C1)C(NCCCCCCCCCCC)=O